1-(2-Hydroxy-4-phenylmethoxyphenyl)-3-(4-phenylmethoxyphenyl)prop-2-en-1-one OC1=C(C=CC(=C1)OCC1=CC=CC=C1)C(C=CC1=CC=C(C=C1)OCC1=CC=CC=C1)=O